4-[3-[2,6-Dichloro-4-[7-(2-methoxyethyl)-2,7-diazaspiro[3.4]octan-2-yl]benzoyl]-2,4-dihydro-1,3-benzoxazin-8-yl]-5-fluoro-2-(3-oxa-8-azabicyclo[3.2.1]octan-8-yl)benzoic acid ClC1=C(C(=O)N2COC3=C(C2)C=CC=C3C3=CC(=C(C(=O)O)C=C3F)N3C2COCC3CC2)C(=CC(=C1)N1CC2(C1)CCN(C2)CCOC)Cl